4-(6-(3,5-dimethylisoxazol-4-yl)-3-(1-((methylsulfonyl)methyl)-1H-pyrazol-4-yl)-1H-pyrrolo[3,2-b]pyridin-1-yl)-3,5-diethoxybenzoic acid CC1=NOC(=C1C=1C=C2C(=NC1)C(=CN2C2=C(C=C(C(=O)O)C=C2OCC)OCC)C=2C=NN(C2)CS(=O)(=O)C)C